C(C1=CC=CC=C1)NC1=NC=C(C=N1)C1=CC2=C(N(C(N2)=O)C)C=C1 5-(2-(Benzylamino)pyrimidin-5-yl)-1-methyl-1H-benzo[d]imidazol-2(3H)-one